4-methylpyridin-3-ol CC1=C(C=NC=C1)O